OCC1=CN=C(O1)C1=C2CN(C(C2=CC=C1)=O)C1C(NC(CC1)=O)=O 3-(4-(5-(Hydroxymethyl)oxazol-2-yl)-1-oxoisoindolin-2-yl)piperidine-2,6-dione